2-(5-hydroxy-pyridin-3-yl)acetic acid ethyl ester C(C)OC(CC=1C=NC=C(C1)O)=O